2,3-dihydroxynaphthalene-1,4-dicarboxylic acid OC1=C(C2=CC=CC=C2C(=C1O)C(=O)O)C(=O)O